(1'R,2'R)-5'-methyl-4-pentyl-2'-(prop-1-en-2-yl)-1',2',3',4'-Tetrahydro-[1,1'-biphenyl]-2-ol CC=1CC[C@H]([C@@H](C1)C=1C(=CC(=CC1)CCCCC)O)C(=C)C